FC1=C(CN2C3=C(OCC2)C=CC(=C3)NC(=O)NC3=CC=C2C=CNC2=C3)C=CC(=C1)OC(F)(F)F 1-(4-(2-fluoro-4-(trifluoromethoxy)benzyl)-3,4-dihydro-2H-benzo[b][1,4]oxazin-6-yl)-3-(1H-indol-6-yl)urea